(S)-8-chloro-6-(((1-(1,3-difluoropropan-2-yl)-1H-1,2,3-triazol-4-yl)(6-fluoro-2-methylpyridin-3-yl)methyl)amino)-4-(neopentylamino)quinoline-3-carbonitrile ClC=1C=C(C=C2C(=C(C=NC12)C#N)NCC(C)(C)C)N[C@@H](C=1C(=NC(=CC1)F)C)C=1N=NN(C1)C(CF)CF